(E)-4-(dimethylamino)benzonitrile CN(C1=CC=C(C#N)C=C1)C